C(C)N(CC)C1=C(C=O)C=CC=C1 N,N-diethyl-aminobenzaldehyde